N-(2-ethoxy-oxoethyl)-N-(tert-butyloxycarbonyl)-D-Leucine C(C)OC(CN([C@H](CC(C)C)C(=O)O)C(=O)OC(C)(C)C)=O